C12CN(CC2C1)C1=CC=C(C(=C1C#N)C)COCC1=C(C(=C(C=C1)N1CC2CC2C1)C#N)C 6-{3-azabicyclo[3.1.0]hex-3-yl}-3-{[(4-{3-azabicyclo[3.1.0]hex-3-yl}-3-cyano-2-methylphenyl)methoxy]methyl}-2-methylbenzonitrile